Acetylperoxid C(C)(=O)OOC(C)=O